3-[(2R,6S)-2,6-dimethyl-1,2,3,6-tetrahydropyridin-4-yl]-6-[5-(6-methyl-2-pyridyl)-1H-imidazol-4-yl]quinoline C[C@H]1N[C@H](C=C(C1)C=1C=NC2=CC=C(C=C2C1)C=1N=CNC1C1=NC(=CC=C1)C)C